CNC(CC/C(=C\CCCCC)/C=C/C(CC)=O)=O (E)-N-methyl-4-((E)-3-oxopent-1-en-1-yl)dec-4-enamide